ClC=1C=C2C(=NC1)N(C(=C2C(=O)O)C=O)CC2CCC(CC2)OC(C)C 5-chloro-2-formyl-1-(((1r,4r)-4-isopropoxycyclohexyl)methyl)-1H-pyrrolo[2,3-b]pyridine-3-carboxylic acid